OC1=CC(NC=C1)=O 4-hydroxy-pyridinone